2,4-dicarboxy-piperidine C(=O)(O)C1NCCC(C1)C(=O)O